NC1=C(C=C(C=N1)NC(C(N1[C@H](CC[C@@H](C1)C)C=1C=CC2=CN(N=C2C1)C1COCC1)=O)=O)CC |r| N-(6-amino-5-ethyl-3-pyridyl)-2-oxo-2-[rac-(2R,5S)-5-methyl-2-(2-tetrahydrofuran-3-ylindazol-6-yl)-1-piperidyl]acetamide